4-Chloro-N-(2-(hydroxymethyl)phenyl)-3-nitrobenzenesulfonamide ClC1=C(C=C(C=C1)S(=O)(=O)NC1=C(C=CC=C1)CO)[N+](=O)[O-]